2-((1s,4s)-4-methoxycyclohexyl)-6-((4-methyl-2-(trifluoromethyl)pyrimidin-5-yl)sulfonyl)-2,6-diazaspiro[3.3]heptane COC1CCC(CC1)N1CC2(C1)CN(C2)S(=O)(=O)C=2C(=NC(=NC2)C(F)(F)F)C